5-(2-((1-(1H-1,2,3-triazol-4-yl)cyclopropyl)amino)-2-oxoacetyl)-6-chloro-N-(3-(difluoromethyl)-4-fluorophenyl)-2,3-dihydro-1H-pyrrolizine-7-carboxamide N1N=NC(=C1)C1(CC1)NC(C(=O)C=1N2CCCC2=C(C1Cl)C(=O)NC1=CC(=C(C=C1)F)C(F)F)=O